(8-fluoro-2-methylimidazo[1,2-a]pyridin-6-yl)acetamide FC=1C=2N(C=C(C1)CC(=O)N)C=C(N2)C